ethylenetetrafluoroethylenedibutyl-6-hydroxytoluene C(CCCC(C1=C(C(=C(C(=C1O)F)F)F)F)(CCCC)CCCC)*